FC=1C(=NC=C(C1)C#C[Si](C)(C)C)NS(=O)(=O)C1=CNC(=C1)C1=CC=CC=C1 N-[3-fluoro-5-(2-trimethylsilylethynyl)-2-pyridinyl]-5-phenyl-1H-pyrrole-3-sulfonamide